[Si](C1=CC=CC=C1)(C1=CC=CC=C1)(C(C)(C)C)OCC1(COC1)C=O 3-[[tert-butyl(diphenyl)silyl]oxymethyl]oxetane-3-carbaldehyde